2-(azepan-1-yl)-4-((4-(4-(2-hydroxyethyl)-1,4-diazepan-1-yl)phenyl)amino)pyrimido[4,5-d]pyridazin-5(6H)-one N1(CCCCCC1)C=1N=C(C2=C(C=NNC2=O)N1)NC1=CC=C(C=C1)N1CCN(CCC1)CCO